O[P]OC hydroxy(methoxy)phosphorus